OC1(CC(C1)C(=O)N1CC2(C1)CC(C2)CC2=C(C=CC=C2)C(F)(F)F)C ((1s,3s)-3-Hydroxy-3-methylcyclobutyl)(6-(2-(trifluoromethyl)benzyl)-2-azaspiro[3.3]heptan-2-yl)methanon